C(CCCCC)(=O)OC(CC=CCCCCCCCCOC(CCC(=O)O)=O)CCCCCC 4-((12-{Hexanoyloxy}octadec-9-en-1-yl)oxy)-4-oxobutanoic acid